(Z)-3-((4-amino-5-chloropyridin-2-yl)methylene)-6-methyl-1-(4-(methylsulfonyl)phenyl)-2-oxoindoline-5-carbonitrile NC1=CC(=NC=C1Cl)\C=C\1/C(N(C2=CC(=C(C=C12)C#N)C)C1=CC=C(C=C1)S(=O)(=O)C)=O